Cl.Cl.CN1C[C@@H]2[C@H](CC1)CCN2C=2SC1=C(N=NC(=C1)C1=C(C=C(C=C1)C=1C=NNC1)O)N2 2-{6-[(3aR,7aS)-6-methyloctahydro-1H-pyrrolo[2,3-c]pyridin-1-yl][1,3]thiazolo[4,5-c]pyridazin-3-yl}-5-(1H-pyrazol-4-yl)phenol dihydrochloride